3-(3,4-difluoro-2-methoxyphenyl)-5-phenyl-N-(pyridin-4-yl)-5-(trifluoromethyl)isoxazolidine-2-carboxamide FC=1C(=C(C=CC1F)C1N(OC(C1)(C(F)(F)F)C1=CC=CC=C1)C(=O)NC1=CC=NC=C1)OC